C1(CC1)C(CNC(=O)C1=NC=C(C(=N1)OC)F)(CC1=CC=C(C=C1)F)C N-[2-cyclopropyl-3-(4-fluorophenyl)-2-methyl-propyl]-5-fluoro-4-methoxypyrimidine-2-carboxamide